C(C)(C)(C)C1=NC(=CC(=N1)NC1=NN2C(C=C(C=C2)C2=C(C=NC(=C2)C)OC[C@H]2OCC[C@@H]2O)=C1)C (2R,3S)-2-[[4-[2-[(2-tert-butyl-6-methyl-pyrimidin-4-yl)amino]pyrazolo[1,5-a]pyridin-5-yl]-6-methyl-3-pyridyl]oxymethyl]tetrahydrofuran-3-ol